dimethylazoline-2,5-dione CC1=C(C(NC1=O)=O)C